((1-oxo-6-(phenylsulfonyl)phthalazin-2(1H)-yl)methyl)thiophene-2-carbonitrile O=C1N(N=CC2=CC(=CC=C12)S(=O)(=O)C1=CC=CC=C1)CC1=C(SC=C1)C#N